N-(1-cyclobutyl-6-fluoro-2-(3-fluorophenyl)-5-benzimidazolyl)-5-(3,4,5-trimethoxyphenyl)-1,3,4-thiadiazol-2-amine C1(CCC1)N1C(=NC2=C1C=C(C(=C2)NC=2SC(=NN2)C2=CC(=C(C(=C2)OC)OC)OC)F)C2=CC(=CC=C2)F